(S)-2-((((9H-fluoren-9-yl)methoxy)carbonyl)amino)-3-(4-(2-oxo-1,2,3,4-tetrahydroquinolin-7-yl)phenyl)propanoic acid C1=CC=CC=2C3=CC=CC=C3C(C12)COC(=O)N[C@H](C(=O)O)CC1=CC=C(C=C1)C1=CC=C2CCC(NC2=C1)=O